Cl.Cl.CC1(OCC[C@H](C1)C1=NC=2C(=NC=CC2C2CCNCC2)N1)C |r| (rac)-2-(2,2-dimethyltetrahydropyran-4-yl)-7-(4-piperidyl)-3H-imidazo[4,5-b]pyridine dihydrochloride